oxaborolone-4-d O1BC(C(=C1)[2H])=O